ClC=1C=C2C(=NC1C1=CC=C(OCCNC(C)=O)C=C1)N(C(=N2)OC2CCC2)COCC[Si](C)(C)C N-(2-(4-(6-chloro-2-cyclobutoxy-3-((2-(trimethylsilyl)ethoxy)methyl)-3H-imidazo[4,5-b]pyridin-5-yl)phenoxy)ethyl)acetamide